FC1=C(C=CC=C1CNCC1=C(C=C(C=C1)[N+](=O)[O-])O)NC(OC(C)(C)C)=O tert-butyl N-[2-fluoro-3-({[(2-hydroxy-4-nitrophenyl)methyl]amino}methyl)phenyl]carbamate